tetrahydrophthalic acid diglycidylester C(C1CO1)OC(C1C(C(=O)OCC2CO2)CCC=C1)=O